The molecule is an oligosaccharide derivative that is a tridecasaccharide derivative, the oligosaccharide portion of the Proteus penneri strains 2, 11, 17, 19 and 107 lipopolysaccharide (LPS) core region. CC(=O)N[C@@H]([C@H]1OC[C@@H]2[C@H](O1)[C@@H]([C@H]([C@H](O2)O[C@@H]3[C@@H]([C@H]([C@H](O[C@@H]3C(=O)O)O[C@H]4[C@@H]([C@H](O[C@@H]([C@H]4O)O[C@@H]5[C@@H]([C@H](O[C@@H]([C@H]5O[C@H]6[C@@H]([C@H]([C@@H]([C@H](O6)CO)O)O)O)[C@H](CO)O)O[C@@H]7[C@@H](C[C@@](O[C@@H]7[C@@H](CO[C@@H]8[C@@H]([C@H]([C@H](CO8)N)O)O)O)(C(=O)O)O)O[C@@]9(C[C@H]([C@H]([C@H](O9)[C@@H](CO)O)O)O)C(=O)O)O)[C@H](CO[C@@H]1[C@H]([C@H]([C@@H]([C@H](O1)[C@H](CO)O)O)O)O)OP(=O)(O)OCCN)O)O[C@@H]1[C@H]([C@H]([C@@H]([C@H](O1)[C@@H](CO)O)O)O)O[C@@H]1[C@H]([C@H]([C@@H]([C@H](O1)[C@H](CO)O)O)O)O)O)N)O)[C@H]([C@H]([C@@H](CO)O)O[C@H]1[C@@H]([C@H]([C@H]([C@H](O1)CO)O)O)O)O